C(=CC)NC(NN)=S 4-propenyl-thiosemicarbazide